N(=[N+]=[N-])C1(CN(C1)C(=O)OCCCC)C1=CC=C(C=C1)F butyl 3-azido-3-(4-fluorophenyl)azetidine-1-carboxylate